C1(=CC=CC=C1)C1=NC(=CC(=N1)C=1C=C(C=C(C1)N1C2=CC=CC=C2C=2C=C(C=CC12)C1=CC=CC=C1)N1C2=CC=CC=C2C=2C=C(C=CC12)C1=CC=CC=C1)C1=CC=CC=C1 9,9'-(5-(2,6-diphenylpyrimidin-4-yl)-1,3-phenylene)bis(3-phenyl-9H-carbazole)